3-(2-(cyclopropyl (methyl) amino) ethyl)-1H-indol-5-yl propionate C(CC)(=O)OC=1C=C2C(=CNC2=CC1)CCN(C)C1CC1